S-(4-methylphenyl)thio-di(4-methylphenyl)phosphorus oxide CC1=CC=C(C=C1)SP(C1=CC=C(C=C1)C)(C1=CC=C(C=C1)C)=O